1-(3-(5-amino-3-(4-((4-cyclopropylpyridin-2-yl)oxy)-3-fluorophenyl)imidazo[1,5-c]pyrimidin-1-yl)pyrrolidin-1-yl)prop-2-en-1-one NC1=NC=CC=2N1C(=NC2C2CN(CC2)C(C=C)=O)C2=CC(=C(C=C2)OC2=NC=CC(=C2)C2CC2)F